2,2-difluoro-N-(4-{6-[(1R)-1-hydroxypropyl]-4-methylpyridin-3-yl}-[1,2,4]triazolo[1,5-a]1,6-naphthyridin-8-yl)cyclopropane-1-carboxamide FC1(C(C1)C(=O)NC1=NC=C2C=C(C=3N(C2=C1)N=CN3)C=3C=NC(=CC3C)[C@@H](CC)O)F